N-((8-hydroxy-5-methylquinolin-7-yl)(2-oxo-2,3-dihydro-1H-benzo[d]imidazol-5-yl)methyl)butyramide OC=1C(=CC(=C2C=CC=NC12)C)C(NC(CCC)=O)C1=CC2=C(NC(N2)=O)C=C1